4-[3-[2,6-Dichloro-4-[(3S)-pyrrolidin-3-yl]oxybenzoyl]-2,4-dihydro-1,3-benzoxazin-8-yl]-5-fluoro-2-morpholin-4-ylbenzoic acid formate salt C(=O)O.ClC1=C(C(=O)N2COC3=C(C2)C=CC=C3C3=CC(=C(C(=O)O)C=C3F)N3CCOCC3)C(=CC(=C1)O[C@@H]1CNCC1)Cl